C1=C2C(C=3C(=C4C(=C5C(C=6C=CC=CC6C35)=C(C#N)C#N)C3=CC=CC=C3C4=C(C#N)C#N)C2=CC=C1)=C(C#N)C#N 2,2',2''-(5H-diindeno[1,2-a:1',2'-c]fluorene-5,10,15-triylidene)trimalononitrile